C1NCCC2=CC=CC(=C12)CN1C(NC(C2=C1C=CN2)=O)=C=S 1-((1,2,3,4-tetrahydroisoquinolin-8-yl)methyl)-2-thiocarbonyl-1,2,3,5-tetrahydro-4H-pyrrolo[3,2-d]pyrimidin-4-one